[1]benzothieno[3,2-b]thiophene S1C2=C(C=C1)SC1=C2C=CC=C1